C1CC(=O)C(=O)NC1 piperidindione